BrC1=CC(=C(C(=C1)C(C)(C)C)O)C(C)(C)C 4-bromo-2,6-di-tert-butylphenol